2-[2-Tetrahydropyran-2-yl-5-(trifluoromethyl)pyrazol-3-yl]propanoic acid O1C(CCCC1)N1N=C(C=C1C(C(=O)O)C)C(F)(F)F